[Na+].[Na+].C(N(CC(=O)[O-])CC(=O)[O-])CN(CC(=O)[O-])CC(=O)[O-].[Na+].[Na+] Disodium edetate disodium